6-methyl-2-azaspiro[3.3]heptane-6-ol hydrochloride Cl.CC1(CC2(CNC2)C1)O